C1(CCCCCCCC=CCCCCCCO1)=O 9-hexadecen-16-olide